C1(CC1)OC1=NC=CC(=C1)B1OC(C(O1)(C)C)(C)C 2-(cyclopropoxy)-4-(4,4,5,5-tetramethyl-1,3,2-dioxaborolan-2-yl)pyridine